ClC1=NC=C(C=N1)CCCCCCO 6-(2-chloropyrimidin-5-yl)hexan-1-ol